(S)-5,5-Dimethyl-2-((2S,3S)-3-methyl-2-((S)-morpholine-3-carboxamido)pentanamido)hexanoic acid CC(CC[C@@H](C(=O)O)NC([C@H]([C@H](CC)C)NC(=O)[C@H]1NCCOC1)=O)(C)C